Tert-Butyl (5-chloro-3-cyclopropylpyrazolo[1,5-a]pyrimidin-7-yl)(3,5-difluorophenyl)carbamate ClC1=NC=2N(C(=C1)N(C(OC(C)(C)C)=O)C1=CC(=CC(=C1)F)F)N=CC2C2CC2